NC=1C=C(C(=C(C1)C1=C(C=2N=C(N=C(C2C=N1)N1C[C@](CCC1)(O)C)OC[C@]12CCCN2C[C@@H](C1)F)F)C(F)(F)F)Cl (S)-1-(7-(5-amino-3-chloro-2-(trifluoromethyl)phenyl)-8-fluoro-2-(((2R,7aS)-2-fluorotetrahydro-1H-pyrrolizin-7a(5H)-yl)methoxy)pyrido[4,3-d]pyrimidin-4-yl)-3-methylpiperidin-3-ol